(R)-methyl oxirane-2-carboxylate O1[C@H](C1)C(=O)OC